C(#N)C(CC1C(NCCC1)=O)NC(=O)C1N(CC2C1CC(C2)(F)F)C(=O)C2(C1=CC=CC=C1C=1C=CC=CC21)O N-(1-cyano-2-(2-oxopiperidin-3-yl)ethyl)-5,5-difluoro-2-(9-hydroxy-9H-fluorene-9-carbonyl)octahydrocyclopenta[c]pyrrole-1-carboxamide